Cl.NCCCOC(C(=C)C)=O 3-Aminopropylmethacrylat Hydrochlorid